O[C@H](CC(CCC1=CC(=C(C=C1)O)OC)=O)CCCCCCCCC (5S)-5-hydroxy-1-(4-hydroxy-3-methoxyphenyl)tetradecan-3-one